OC1=NN(C=C1Br)C1=CC=C(C=C1)C(F)(F)F 3-hydroxy-4-bromo-N-[4-(trifluoromethyl)phenyl]pyrazole